(3,7-dimethyl-2,6-octadienoyl)alanine CC(=CC(=O)N[C@@H](C)C(=O)O)CCC=C(C)C